(+)-2,3-dihydroxysuccinic acid OC(C(=O)O)C(C(=O)O)O